C1(=CC=CC2=CC=CC=C12)N(C1=CC=C(C=C1)NC1=CC=CC=C1)C1=CC=CC=C1 N1-(naphthalen-1-yl)-N1,N4-diphenylbenzene-1,4-diamine